6-amino-5-(4-((3-fluorobenzyl)oxy)phenyl)pyrimidin NC1=C(C=NC=N1)C1=CC=C(C=C1)OCC1=CC(=CC=C1)F